diphenyl-propoxyphosphine oxide C1(=CC=CC=C1)P(OCCC)(C1=CC=CC=C1)=O